FC(C1=NN(C(=C1C1=CC(=CC=C1)C)F)C1=CC=CC=C1)F 3-difluoromethyl-5-fluoro-1-phenyl-4-(3-methylphenyl)-1H-pyrazole